N-phenylcarbamic acid (heptylphenyl) ester C(CCCCCC)C1=C(C=CC=C1)OC(NC1=CC=CC=C1)=O